6-chloro-2-(4,4,5,5-tetramethyl-1,3,2-dioxaborolan-2-yl)-9H-carbazole ClC=1C=C2C=3C=CC(=CC3NC2=CC1)B1OC(C(O1)(C)C)(C)C